BrC1=CC(=C(C=C1OC)\C=N\O)F N-[(E)-(4-bromo-2-fluoro-5-methoxyphenyl)methylidene]hydroxylamine